C1=2NCCCCCCNC3=NC(=NC(NCCCCCCNC(=NC(=N1)N)N2)=N3)N 2,9,11,13,15,22,24,26,27,28-decaazatricyclo[21.3.1.110,14]octacosa-1(27),10,12,14(28),23,25-hexaene-12,25-diamine